3-((2S)-2-hydroxy-3-(8-(m-tolylsulfonyl)-1-oxa-8-azaspiro[4.5]decan-3-ylamino)propoxy)-N-methylbenzenesulfonamide O[C@H](COC=1C=C(C=CC1)S(=O)(=O)NC)CNC1COC2(C1)CCN(CC2)S(=O)(=O)C=2C=C(C=CC2)C